N-(4-bromopyridin-2-yl)-2-chloroacetamide BrC1=CC(=NC=C1)NC(CCl)=O